FC=1C=C(C=CC1OC1=CC(=C(C=C1)O)C1=NC=NC=C1)NC(=O)C=1C(N(C(=CC1)C)C1=CC=C(C=C1)F)=O N-(3-fluoro-4-(4-hydroxy-3-(pyrimidin-4-yl)phenoxy)phenyl)-1-(4-fluorophenyl)-6-methyl-2-oxo-1,2-dihydropyridine-3-carboxamide